FC=1C=C(C=CC1OC1=CC=CC=C1)[C@H](C)NC1=NC=CC(=C1)C1=C(C#N)C=CC=C1 [2-[[(1S)-1-(3-fluoro-4-phenoxy-phenyl)ethyl]amino]-4-pyridinyl]benzonitrile